(1H-inden-2-yl)dimethyl-silyl-(2,3,4,5-tetramethyl-cyclopenta-2,4-dienyl)hafnium dichloride [Cl-].[Cl-].C1C(=CC2=CC=CC=C12)[SiH2][Hf](C1C(=C(C(=C1C)C)C)C)(C)C